[1-[(1S)-1-[(1R,2R)-2-[(8-chloro-2,2-dimethyl-chroman-4-yl)carbamoyl]cyclopropyl]-3-methoxy-propyl]-4,4-dimethyl-6-oxo-hexahydropyrimidin-2-ylidene]ammonium ClC=1C=CC=C2C(CC(OC12)(C)C)NC(=O)[C@H]1[C@@H](C1)[C@H](CCOC)N1C(NC(CC1=O)(C)C)=[NH2+]